CNOC.Cl O,N-dimethyl-hydroxylamine hydrochloride